ClCC(O)C=1C=C(C(=CC1)O)O 4-(2-chloro-1-hydroxyethyl)benzene-1,2-diol